1-(2-((2,3-dihydrobenzofuran-5-yl)amino)pyridin-4-yl)-N-(1-(3-chlorophenyl)-2-hydroxyethyl)-1H-imidazole-4-carboxamide O1CCC2=C1C=CC(=C2)NC2=NC=CC(=C2)N2C=NC(=C2)C(=O)NC(CO)C2=CC(=CC=C2)Cl